ClC=1C=C(CC[C@]2(CN(CCC2)C2=CC(=C(C(=C2)F)S(=O)(=O)N(C2=NC=NC=C2)CC2=C(C=C(C=C2)OC)OC)F)N(C)C)C=CC1 (S)-4-(3-(3-chlorophenethyl)-3-(dimethylamino)piperidin-1-yl)-N-(2,4-dimethoxybenzyl)-2,6-difluoro-N-(pyrimidin-4-yl)benzenesulfonamide